C1(=CC=C(C=C1)N(C1=CC=2C(C3=CC=CC=C3C2C=C1)(C1=CC=CC=C1)C1=CC=CC=C1)C1=CC=C(C=C1)Br)C1=CC=CC=C1 N-(biphenyl-4-yl)-N-(4-bromophenyl)-N-(9,9-diphenyl-9H-fluoren-2-yl)amine